6-((6-((1-methylpiperidin-4-yl)methoxy)pyridin-3-yl)ethynyl)isoquinolin-1-amine CN1CCC(CC1)COC1=CC=C(C=N1)C#CC=1C=C2C=CN=C(C2=CC1)N